C(\C=C\C(=O)OC1CCCC1)(=O)OC1CCC(CC1)CCC (4-propylcyclohexyl) cyclopentyl fumarate